C1(=CC=CC=C1)NC(=O)NC1=CC=CC=C1 1,3-Diphenyl-urea